C(#C)C=1C=C(C=CC1)NC1=NC=NC2=CC(=C(C=C12)[N+](=O)[O-])OC 4-(3-ethynylphenylamino)7-methoxy-6-nitroquinazoline